The molecule is a trisaccharide composed of an alpha-L-rhamnosyl residue linked (1->2) to a beta-D-galactosyl residue which is in turn linked (1->4) to beta-L-rhamnose. C[C@H]1[C@@H]([C@H]([C@H]([C@@H](O1)O[C@@H]2[C@H]([C@H]([C@H](O[C@H]2O[C@H]3[C@@H](O[C@@H]([C@@H]([C@@H]3O)O)O)C)CO)O)O)O)O)O